(difluoro(2-(((5S,8S,10aR)-3-(methoxy-carbonyl)-6-oxo-8-(pyrrolidine-1-carbonyl)decahydro-pyrrolo[1,2-a][1,5]diazocin-5-yl)carbamoyl)benzo[b]thiophen-5-yl)methyl)phosphonic acid FC(C1=CC2=C(SC(=C2)C(N[C@H]2CN(CC[C@@H]3N(C2=O)[C@@H](CC3)C(=O)N3CCCC3)C(=O)OC)=O)C=C1)(F)P(O)(O)=O